C(C)(=O)C1=C(C=C(C=C1)Cl)C=1C(=NN(C(C1)=O)C(C(=O)NC1=CC=C(C(=O)O)C=C1)CC1=CC=C(C=C1)NC(=O)C1CC1)OC 4-(2-(4-(2-acetyl-5-chlorophenyl)-3-methoxy-6-oxopyridazin-1(6H)-yl)-3-(4-(cyclopropanecarboxamido)phenyl)propionylamino)benzoic acid